N1=CN=CC(=C1)CNC1=NC=CC=C1 N-[(5-pyrimidinyl)methyl]-2-pyridylamine